N-tert-butyl-2-[(2-{4-[(2R)-2-hydroxy-2-methylbutoxy]pyridin-2-yl}-5H,6H,7H-cyclopenta[d]pyrimidin-4-yl)(methyl)amino]acetamide C(C)(C)(C)NC(CN(C)C=1C2=C(N=C(N1)C1=NC=CC(=C1)OC[C@](CC)(C)O)CCC2)=O